methyl 5-ethyl-6-methoxypicolinate C(C)C=1C=CC(=NC1OC)C(=O)OC